1-(4-methoxybenzyl)-1-(4-morpholinophenyl)urea COC1=CC=C(CN(C(=O)N)C2=CC=C(C=C2)N2CCOCC2)C=C1